ClC1=NN(C(=C1C(F)(F)F)C(=O)NC1=CC(=CC=C1)S(N)(=O)=O)CC1CCC(CC1)(F)F 3-chloro-1-((4,4-difluorocyclohexyl)methyl)-N-(3-sulfamoylphenyl)-4-(trifluoromethyl)-1H-pyrazole-5-carboxamide